ClC=1C=C2C(=CN1)OC1(CN(C(C1)C)C(=O)[O-])C2 5-chloro-5'-methyl-3H-spiro[furo[2,3-c]pyridine-2,3'-pyrrolidine]-1'-carboxylate